OCCCS(=O)(=O)[O-].[Na+] Sodium 3-hydroxy-1-propanesulfonate